3-(1-methyl-6-(4-(((S)-2-methylpiperazin-1-yl)methyl)piperidin-1-yl)-1H-indazol-3-yl)piperidine-2,6-dione CN1N=C(C2=CC=C(C=C12)N1CCC(CC1)CN1[C@H](CNCC1)C)C1C(NC(CC1)=O)=O